BrC=1C=C2C(=NN(C2=CC1)[C@H]1CN(CC1)C(=O)OCC)COC1=C(C(=CC=C1)C)CC(=O)OCC (R)-ethyl 3-(5-bromo-3-((2-(2-ethoxy-2-oxoethyl)-3-methylphenoxy)methyl)-1H-indazol-1-yl)pyrrolidine-1-carboxylate